(R)-3-(4-(1-(3-(4-(((R)-1-(3-(Difluoromethyl)-2-fluorophenyl)ethyl)amino)-2-methylpyrido[3,4-d]pyrimidin-6-yl)benzyl)piperidin-4-yl)-3,5-difluorophenyl)-3-methyl-piperidine-2,6-dione FC(C=1C(=C(C=CC1)[C@@H](C)NC=1C2=C(N=C(N1)C)C=NC(=C2)C=2C=C(CN1CCC(CC1)C1=C(C=C(C=C1F)[C@@]1(C(NC(CC1)=O)=O)C)F)C=CC2)F)F